(S)-3-((R)-3-aminopyrrolidin-1-yl)-2-(4-chlorophenyl)-1-(4-((5R,7R)-7-hydroxy-5-methyl-6,7-dihydro-5H-cyclopenta[d]pyrimidin-4-yl)piperazin-1-yl)propan-1-one N[C@H]1CN(CC1)C[C@@H](C(=O)N1CCN(CC1)C=1C2=C(N=CN1)[C@@H](C[C@H]2C)O)C2=CC=C(C=C2)Cl